9-(1H-indazol-6-yl)-3,4-dihydropyrido[2,1-c][1,2,4]thiadiazine 2,2-dioxide N1N=CC2=CC=C(C=C12)C1=CC=CN2C1=NS(CC2)(=O)=O